ethyl 8-bromo-3-iodoimidazo[1,2-a]pyridine-2-carboxylate BrC=1C=2N(C=CC1)C(=C(N2)C(=O)OCC)I